(4-((4-bromo-2,6-difluorobenzyl)amino)-5-methoxyquinolin-3-yl)methanol BrC1=CC(=C(CNC2=C(C=NC3=CC=CC(=C23)OC)CO)C(=C1)F)F